Ethyl (S)-1-(2-methyl-3-(2-oxo-4-(o-tolyl)-2H-chromen-7-yl)propanoyl)piperidine-3-carboxylate CC(C(=O)N1C[C@H](CCC1)C(=O)OCC)CC1=CC=C2C(=CC(OC2=C1)=O)C1=C(C=CC=C1)C